CN(C(C1=CC=C(C=C1)Cl)=O)C N,N-dimethyl-4-chlorobenzamide